ClC=1C=C(CNCCCCOCCNC2=NC3=C(C4=CN=CC=C24)C=CC(=C3)C(=O)O)C=CC1 5-((2-(4-((3-chlorobenzyl)amino)butoxy)ethyl)amino)benzo[c][2,6]naphthyridine-8-carboxylic acid